C(C1CO1)C(CC[SiH3])N(CC)CC gamma-glycidyl-diethylaminopropyl-silane